C1(=CC=CC=C1)C=1N=CNCC1C#N 4-phenyl-1,6-dihydropyrimidine-5-carbonitrile